ClC=1C=CC2=C(C(=C(S2)I)C#N)C1 5-chloro-2-iodo-benzothiophene-3-carbonitrile